ClC1=NC2=CC=C(C=C2C=C1)/C=C/C(=O)OCC Ethyl (E)-3-(2-chloroquinolin-6-yl)acrylate